(3R)-3-(1,1-difluoroethyl)-N-{2-fluoro-4-methyl-5-[2-(1-methylpyrazol-4-yl)-6-(morpholin-4-yl)pyridin-4-yl]phenyl}pyrrolidine-1-carboxamide FC(C)(F)[C@H]1CN(CC1)C(=O)NC1=C(C=C(C(=C1)C1=CC(=NC(=C1)N1CCOCC1)C=1C=NN(C1)C)C)F